OC1=C(C(/C=C/C2=CC=C(C=C2)Cl)=O)C(=CC(=C1)C)C 2'-Hydroxy-4',6'-dimethyl-4-chlorochalcone